trimethoxy[3-(phenylamino)propyl]amine COC(CC(NC1=CC=CC=C1)(OC)OC)N